C(CCCC=CCCCCC)(=O)OCC ethyl undec-5-enoate